OCCOC(CCCCCN)=O hydroxyethyl-6-aminohexanoate